C1=CC=C(C=C1)C(C2=CC=CC=C2)(C3=CC=CC=C3O)O 2-hydroxytriphenylcarbinol